[Si](C)(C)(C(C)(C)C)OCCNC1S(CCCC1)(=O)=O ((2-((tert-butyldimethylsilyl)oxy)ethyl)amino)tetrahydro-2H-thiopyran 1,1-dioxide